COC1=CC=C(C=C1)C#CC1=CC=C2C=C(C(OC2=C1)=O)C(=O)NN 7-(4-methoxyphenylethynyl)coumarin-3-carboxylic acid hydrazide